ClC(CCC)C=1N(C=CC1)C 1-chlorobutyl-1-methylpyrrole